21-Amino-6,19-bis(trifluoromethyl)-23-oxa-3,4,17,22-tetraazatetracyclo[16.3.1.12,5.013,17]tricosa-1(22),2,4,18,20-pentaen-6-ol NC1=CC(=C2N3CCCC3CCCCCCC(C3=NN=C(C1=N2)O3)(O)C(F)(F)F)C(F)(F)F